4-((4-(2-Isopropylthiazol-5-yl)pyridin-2-yl)((4-(4-methoxy-3-methylphenyl)bicyclo[2.2.2]octan-1-yl)methyl)carbamoyl)(trans-cyclohexyl) 3-(hydroxymethyl)azetidine-1-carboxylate OCC1CN(C1)C(=O)O[C@@H]1CC[C@H](CC1)C(N(CC12CCC(CC1)(CC2)C2=CC(=C(C=C2)OC)C)C2=NC=CC(=C2)C2=CN=C(S2)C(C)C)=O